acryloyloxy isopropyl phosphate P(=O)(OOC(C=C)=O)(OC(C)C)[O-]